C(C)O[Si](CCCN1C=NCC1)(OCC)OCC N-[3-(triethoxysilyl)propyl]-4,5-dihydroimidazole